C(=CC1=CC=CC=C1)S(=O)(=O)O β-styrenesulfonic acid